[Mo].[Mo].[Ni] nickel-molybdenum molybdenum